FC=1C=C(CC2=CN=C(S2)NC(=O)N2C=NC=C2)C=C(C1)F N-(5-(3,5-difluorobenzyl)thiazol-2-yl)-1H-imidazole-1-carboxylic acid amide